5-(6-(2-hydroxy-prop-2-yl)piperazin-2-yl)-4-methyl-isobenzofuran-1(3H)-one OC(C)(C)C1CNCC(N1)C=1C(=C2COC(C2=CC1)=O)C